BrC=1C=CC2=C(C(=CO2)C[C@H](C(=O)OC(C)(C)C)[C@@H]2CN(CC2)C(=O)OC(C)(C)C)C1 tert-butyl (R)-3-((S)-3-(5-bromobenzofuran-3-yl)-1-(tert-butoxy)-1-oxopropan-2-yl)pyrrolidine-1-carboxylate